NC1=C(C(=NN1C(CN(C(=O)N1N=CN=C1)C)C)C1=CC=C(C=C1)CNC(C1=C(C=CC(=C1)F)OC)=O)C(N)=O N-(2-(5-amino-4-carbamoyl-3-(4-((5-fluoro-2-methoxybenzamido)methyl)phenyl)-1H-pyrazol-1-yl)propyl)-N-methyl-1H-1,2,4-triazole-1-carboxamide